(E)-3-(3-Bromo-4-hydroxyphenyl)-1-[4-(dimethylamino)phenyl]prop-2-en-1-one BrC=1C=C(C=CC1O)/C=C/C(=O)C1=CC=C(C=C1)N(C)C